6-fluoro-N-(2-(6-((1-methyl-1H-indazol-6-yl)methyl)-2-azaspiro[3.3]heptan-2-yl)ethyl)-[1,2,4]triazolo[4,3-a]pyridin-7-amine FC=1C(=CC=2N(C1)C=NN2)NCCN2CC1(C2)CC(C1)CC1=CC=C2C=NN(C2=C1)C